CC1=C(C=CC(=C1C)N1CCC(CC1)C(F)(F)F)NC=1C=CC2=C(OCC(N2)=O)C1 7-((2,3-dimethyl-4-(4-(trifluoromethyl)piperidin-1-yl)phenyl)amino)-2H-benzo[b][1,4]oxazin-3(4H)-one